4-fluoro-3,6-dimethyl-1-(p-tolylsulfonyl)pyrrolo[2,3-b]pyridine-2-carboxylic acid FC1=C2C(=NC(=C1)C)N(C(=C2C)C(=O)O)S(=O)(=O)C2=CC=C(C=C2)C